OC1=CC=C(C=C1)C=1N=C(SC1C)NC=1C=C(C(=O)NCC(=O)O)C=CC1 (3-((4-(4-hydroxyphenyl)-5-methylthiazol-2-yl)amino)benzoyl)glycine